(S)-7-bromo-5-fluoroisochroman-4-amine BrC1=CC(=C2[C@@H](COCC2=C1)N)F